1-(2-iodophenyl)cyclopropane-1-carboxylic acid IC1=C(C=CC=C1)C1(CC1)C(=O)O